isopropyl (2-((3-(4-carbamoylphenyl)pyrazolo[1,5-a]pyrimidin-5-yl)amino)ethyl)(methyl)carbamate C(N)(=O)C1=CC=C(C=C1)C=1C=NN2C1N=C(C=C2)NCCN(C(OC(C)C)=O)C